CN(CCOC1=CC=2N(C=C1)C(=CN2)C=2C=C1CCN(C(C1=C(C2)OC)=O)CC)C 6-[7-[2-(dimethylamino)ethoxy]imidazo[1,2-a]pyridin-3-yl]-2-ethyl-8-methoxy-3,4-dihydroisoquinolin-1-one